CN(C)C1=CC=CC=C1Br 2-bromo-N,N-dimethylaniline